tri(3-sulfophenyl)-phosphine S(=O)(=O)(O)C=1C=C(C=CC1)P(C1=CC(=CC=C1)S(=O)(=O)O)C1=CC(=CC=C1)S(=O)(=O)O